O1C(=NC2=C1C=CC=C2)N[C@H](C(=O)OC)CCNC(CCCCC2=NC=1NCCCC1C=C2)=O methyl (2S)-2-(1,3-benzoxazol-2-ylamino)-4-[5-(5,6,7,8-tetrahydro-1,8-naphthyridin-2-yl)pentanoylamino]butanoate